N-(3-((1R)-1-((8-methyl-7-oxo-6-(piperidin-3-yl)-7,8-dihydropyrido[2,3-d]pyrimidin-4-yl)amino)ethyl)-5-(trifluoromethyl)phenyl)acetamide CN1C(C(=CC2=C1N=CN=C2N[C@H](C)C=2C=C(C=C(C2)C(F)(F)F)NC(C)=O)C2CNCCC2)=O